(S)-2-(1-oxo-isoindolin-2-yl)propionic acid O=C1N(CC2=CC=CC=C12)[C@H](C(=O)O)C